tert-butyl 2-((3-(2,6-dioxopiperidin-3-yl)-1-methyl-2-oxo-2,3-dihydro-1H-benzo[d]imidazol-5-yl)oxy)acetate O=C1NC(CCC1N1C(N(C2=C1C=C(C=C2)OCC(=O)OC(C)(C)C)C)=O)=O